C(CCCCCCCCC)[N+](CCO)(C)CCCCCCCCCC Didecylmethylhydroxyethylammonium